NC1=C2C(=NC=N1)N(N=C2C2=NOC(=C2C2=NC=C(C=N2)C2CCN(CC2)CCCC(=O)OC(C)(C)C)C2CC2)C(C)(C)C tert-butyl 4-(4-(2-(3-(4-amino-1-(tert-butyl)-1H-pyrazolo[3,4-d]pyrimidin-3-yl)-5-cyclopropylisoxazol-4-yl)pyrimidin-5-yl)piperidin-1-yl)butanoate